FC(=C(CCC1=CC=CC=C1)C1=CC=CC=C1)F 4,4-difluoro-1,3-diphenyl-3-butene